(8-bromo-2,3-dihydro-4H-pyrido[4,3-b][1,4]oxazin-4-yl)(1-(3-fluorobenzyl)azetidin-3-yl)methanone BrC1=CN=CC2=C1OCCN2C(=O)C2CN(C2)CC2=CC(=CC=C2)F